COC1=CC=C(C=C1)CN(S(=O)(=O)C1=CC(=CC=C1)C=1N=CN(C1)C)C N-[(4-methoxyphenyl)methyl]-N-methyl-3-(1-methylimidazol-4-yl)benzenesulfonamide